C1(=CC=CC=C1)C1=CC=C(S1)C1=CC=C(C=C1)N(C1=CC=C(C=C1)C=1SC(=CC1)C1=CC=CC=C1)C1=CC=C(C=C1)C=1SC(=CC1)C1=CC=CC=C1 tris[4-(5-phenylthiophen-2-yl)phenyl]amine